N-((R)-1-(4-(2-((dimethylamino)methyl)phenyl)selenophene-2-yl)ethyl)-7-methoxy-2-methyl-6-(((S)-tetrahydrofuran-3-yl)oxy)quinazolin-4-amine CN(C)CC1=C(C=CC=C1)C=1C=C([Se]C1)[C@@H](C)NC1=NC(=NC2=CC(=C(C=C12)O[C@@H]1COCC1)OC)C